C1(CC1)C1=CC=C(C=C1)NC(=O)[C@@H]1N(CCCC1)CCN1CCOCC1 (R)-N-(4-cyclopropylphenyl)-1-(2-morpholinoethyl)piperidine-2-carboxamide